BrC=1N(N=CC1OC)C1=CC=CC=C1 bromo-4-methoxy-2-phenylpyrazole